2-[6-chloro-3-(2-methyl-1,3-dioxolan-2-yl)-2-pyridinyl]-3-(difluoromethyl)-1H-pyrazol-5-one ClC1=CC=C(C(=N1)N1NC(C=C1C(F)F)=O)C1(OCCO1)C